FC1=C(C(=O)N)C=CC(=C1)NC1=NC=C(C(=N1)NCC1=NC=CN=C1N(S(=O)(=O)C)C)C(F)(F)F 2-fluoro-4-({4-[({3-[methyl(methylsulfonyl)amino]pyrazin-2-yl}methyl)amino]-5-(trifluoromethyl)pyrimidin-2-yl}amino)benzamide